ClC1=C(C(=CC=C1OC)C)C1=CC=2C(=NC(=NC2)S(=O)(=O)C)N2C1=NC=N2 4-(2-chloro-3-methoxy-6-methylphenyl)-8-(methylsulfonyl)-[1,2,4]triazolo[1',5':1,6]pyrido[2,3-d]pyrimidine